fluorododecyl acrylate C(C=C)(=O)OCCCCCCCCCCCCF